C(C)OCOC1=C(C=CC(=C1)C#C)C1=C(N=C(N=N1)SC)N(C)C 6-(2-(ethoxymethoxy)-4-ethynylphenyl)-N,N-dimethyl-3-(methylthio)-1,2,4-triazin-5-amine